Ethyl Propyl Trisulfide C(CC)SSSCC